C(C)(C)(C)OC([C@@H](CC1=C(C=CC=C1C=O)F)[C@@H]1CN(CC1)C(=O)OC(C)(C)C)=O (R)-tert-butyl 3-((S)-1-(tert-butoxy)-3-(2-fluoro-6-formylphenyl)-1-oxopropan-2-yl)pyrrolidine-1-carboxylate